C(C1=CC=CC=C1)N1C(C=2C=NC=CC2C1=O)=O 2-benzylpyrrolo[3,4-C]pyridine-1,3-dione